N-(5-(Methylthio)-1,3,4-thiadiazol-2-yl)-2-(pyridin-3-yl)-2H-tetrazole-5-carboxamide CSC1=NN=C(S1)NC(=O)C=1N=NN(N1)C=1C=NC=CC1